C(C)OC(COCC=O)OCC 2-(2,2-diethoxyethoxy)acetaldehyde